FC(S(=O)(=O)[Ag]S(=O)(=O)C(F)(F)F)(F)F.[Ag] silver bis(trifluoromethylsulfonyl)silver